CN(C(=O)[C@H]1N(C(CC1)=O)C(=O)OCC1=CC=CC=C1)C=1C=C(C=CC1)C benzyl (2S)-2-[methyl(m-tolyl)carbamoyl]-5-oxo-pyrrolidine-1-carboxylate